C(C)(=O)NC1=NC=NN2C1=CC=C2[C@@H]2O[C@H]([C@@H]([C@@H]2CC(=O)O)CC(=O)O)COC(C)=O.FC(NC2=CC=CC=C2)(F)F N-trifluoromethyl-aniline (2R,3S,4R,5R)-2-(4-acetamidopyrrolo[2,1-f][1,2,4]triazin-7-yl)-5-(acetoxymethyl)-tetrahydrofuran-3,4-diyl-diacetate